BrC=1C=C(OC2=C(C=C(C=C2C)[N+](=O)[O-])C)C=C(C1)C 2-(3-Bromo-5-methylphenoxy)-1,3-dimethyl-5-nitrobenzene